dichlorodi(naphthalen-2-yl)silane Cl[Si](C1=CC2=CC=CC=C2C=C1)(C1=CC2=CC=CC=C2C=C1)Cl